5,6-Difluoro-2-(((tetrahydro-2H-pyran-4-yl)thio)methyl)-7-(((cis)-3-(trifluoromethoxy)cyclobutyl)amino)quinazolin-4(3H)-one FC1=C2C(NC(=NC2=CC(=C1F)N[C@@H]1C[C@@H](C1)OC(F)(F)F)CSC1CCOCC1)=O